1-[5-[(1R,2R)-6-hydroxy-2-phenyl-tetralin-1-yl]-2-pyridyl]piperidine-4-carbaldehyde OC=1C=C2CC[C@H]([C@H](C2=CC1)C=1C=CC(=NC1)N1CCC(CC1)C=O)C1=CC=CC=C1